C(C=C)N(CC=C)C1=C(SC=C1)I diallylaminothienyl iodide